octene copper (II) [Cu+2].C=CCCCCCC